S1(OS(C2=C1C=CC=C2)(=O)=O)(=O)=O 2,1,3-benzoxadithiol-1,1,3,3-tetraoxide